C(C1=CC=CC=C1)OC1=CC=CC2=C1C=C(C=1C=CC(OC21)(C)C)C(=O)OCC ethyl 7-(benzyloxy)-2,2-dimethyl-2H-benzo[H]chromene-5-carboxylate